BrC=1C=C2C(=C(N(C2=CC1)CC)C=1C(=NC=CC1)[C@H](C)OC)CC(C)(C)OC(C[C@H]1CN(CCC1)C(=O)OC(C)(C)C)=O tert-butyl (S)-3-(2-((1-(5-bromo-1-ethyl-2-(2-((S)-1-methoxyethyl)pyridin-3-yl)-1H-indol-3-yl)-2-methylpropan-2-yl)oxy)-2-oxoethyl)piperidine-1-carboxylate